lithium 3-bromophenoxide BrC=1C=C([O-])C=CC1.[Li+]